O1COC2=C1C=CC=C2CNC(=O)C2CCN(CC2)C2=NC=C(C=C2)C N-(1,3-Benzodioxol-4-ylmethyl)-1-(5-methyl-2-pyridinyl)piperidine-4-carboxamide